C1(CCCCC1)NC(=O)C=1C=C(C=C(C1)F)B(O)O 3-(CYCLOHEXYLCARBAMOYL)-5-FLUOROBENZENEBORONIC ACID